5-amino-N-(1-(3-fluoro-5-(trifluoromethyl)pyridin-2-yl)ethyl)-N-(2-methoxyethyl)-1-((2-(trimethylsilyl)ethoxy)methyl)-6,8-dihydro-1H-furo[3,4-d]pyrrolo[3,2-b]pyridine-2-carboxamide NC1=C2C(=C3C(=N1)C=C(N3COCC[Si](C)(C)C)C(=O)N(CCOC)C(C)C3=NC=C(C=C3F)C(F)(F)F)COC2